OC1=C(C=C(CCCCCCCCC(=O)[NH-])C=C1)OCC N-(4-hydroxy-3-ethoxybenzyl)octanoyl-amide